C(C)(=O)N1C(CN(CC1)C(=O)OC(C)(C)C)C1=C(C(=CC(=C1)Cl)C1=CC(=NC=C1)C(NC)=O)F tert-butyl 4-acetyl-3-(5-chloro-2-fluoro-3-(2-(methylcarbamoyl)pyridin-4-yl)-phenyl)piperazine-1-carboxylate